COC[C@H]1[C@@H](CN(C1)CC1=CC=C2C=CC(=NC2=C1)N1CCOCC1)OC=1C=C2CN(C(C2=CC1)=O)[C@@H]1C(NC(CC1)=O)=O (3S)-3-(5-{[(3S,4S)-4-(methoxymethyl)-1-{[2-(morpholin-4-yl)quinolin-7-yl]methyl}pyrrolidin-3-yl]oxy}-1-oxo-2,3-dihydro-1H-isoindol-2-yl)piperidine-2,6-dione